3-(2-(4-((2-(4-(1-(azetidin-3-yl)piperidin-4-yl)piperazin-1-yl)pyrimidine-4-yl)methoxy)phenyl)propan-2-yl)-5-chlorobenzonitrile N1CC(C1)N1CCC(CC1)N1CCN(CC1)C1=NC=CC(=N1)COC1=CC=C(C=C1)C(C)(C)C=1C=C(C#N)C=C(C1)Cl